BrC=1C(=C(C=CC1Cl)NC(OC(C)(C)C)=O)O tert-butyl (3-bromo-4-chloro-2-hydroxyphenyl)carbamate